C(#N)N1CCC(CC1)N1N=NC(=C1C)C=1C=C(C=2N(C1)N=CC2C#N)OC(CO)C2=NC=C(C=C2)F 6-[1-(1-Cyano-4-piperidyl)-5-methyl-triazol-4-yl]-4-[1-(5-fluoro-2-pyridyl)-2-hydroxy-ethoxy]pyrazolo[1,5-a]pyridine-3-carbonitrile